6-methoxy-4-(4-nitrophenoxy)-7-((1-acetylpiperidin-4-yl)oxy)quinoline COC=1C=C2C(=CC=NC2=CC1OC1CCN(CC1)C(C)=O)OC1=CC=C(C=C1)[N+](=O)[O-]